COC(C1=C(C=C(C(=C1)F)C1=CC=CC=2CN(COC21)C(C2=C(C=C(C(=C2)CC)OC)Cl)=O)N2CCOCC2)=O 4-[3-(2-chloro-5-ethyl-4-methoxybenzoyl)-2,4-dihydro-1,3-benzoxazin-8-yl]-5-fluoro-2-morpholin-4-ylbenzoic acid methyl ester